4-Chloro-5-(2-oxo-3-(3,4,5-trifluorobenzyl)pyrrolidin-1-yl)-3-(pyridazin-4-yl)-1-((2-(trimethylsilyl)ethoxy)methyl)-1H-pyrrole-2-carboxylic acid ClC=1C(=C(N(C1N1C(C(CC1)CC1=CC(=C(C(=C1)F)F)F)=O)COCC[Si](C)(C)C)C(=O)O)C1=CN=NC=C1